ClC1=C(C=CC(=C1)F)[C@H]1N(CCC1)C1=C(C(=O)N[C@H](C)\C=C\S(=O)(=O)C)C=CC=N1 ((S)-2-(2-Chloro-4-fluorophenyl)pyrrolidin-1-yl)-N-((R,E)-4-(methylsulfonyl)but-3-en-2-yl)nicotinamide